tert-butyl 2-((3-(2-((6,6-dimethyl-2,4-dioxo-3-azabicyclo[3.1.0]hexan-3-yl)methyl)thieno[3,2-b]pyridin-7-yl)-5-(trifluoromethyl)-1H-pyrazol-1-yl)methyl)morpholine-4-carboxylate CC1(C2C(N(C(C12)=O)CC1=CC2=NC=CC(=C2S1)C1=NN(C(=C1)C(F)(F)F)CC1CN(CCO1)C(=O)OC(C)(C)C)=O)C